[2-(4-amino-phenyl)-ethyl]-carbamic acid tert-butyl ester C(C)(C)(C)OC(NCCC1=CC=C(C=C1)N)=O